S(=O)(=O)(O)O.C1(C=CO1)=O propenolide sulfate